6-chloro-4-(5-cyano-2-methoxyphenyl)nicotinic acid ClC1=NC=C(C(=O)O)C(=C1)C1=C(C=CC(=C1)C#N)OC